FC=1C=C2C(=NC1)NC(=C2)I 5-fluoro-2-iodo-1H-pyrrolo[2,3-b]pyridin